(3R,4R)-4-(2-aminothiazol-5-yl)-3-fluoro-4-hydroxy-piperidine-1-carboxylic acid tert-butyl ester C(C)(C)(C)OC(=O)N1C[C@H]([C@@](CC1)(O)C1=CN=C(S1)N)F